3-cyclooctadienyl-nickel (II) hexafluorophosphate F[P-](F)(F)(F)(F)F.C1=CC(=CCCCC1)[Ni+]